[Cl-].[Cl-].C(CCC)C=1C=C(C(C1)[Si](C)(C)[Zr+2]C1C(=CC2=C(C=CC=C12)C1=CC=C(C=C1)C(C)(C)C)C)C 4-butyl-2-methylcyclopentadienyl-dimethylsilyl-2-methyl-4-(4-tert-butylphenyl)indenyl-zirconium dichloride